1-(5-bromopyridin-2-yl)pyrrolidin-2-one BrC=1C=CC(=NC1)N1C(CCC1)=O